3,5-dimethyl-1H-pyrazole-4-boronic acid CC1=NNC(=C1B(O)O)C